FC(OC1=CC=CC(=N1)C=O)(F)F [6-(trifluoromethoxy)pyridin-2-yl]Methanone